8-(4-(benzo[4,5]imidazo[1,2-a]pyrimidin-2-yl)piperazin-1-yl)-N-(9H-fluoren-9-yl)octanamide N=1C=2N(C=CC1N1CCN(CC1)CCCCCCCC(=O)NC1C3=CC=CC=C3C=3C=CC=CC13)C1=C(N2)C=CC=C1